Cl.Cl.NC=1SC(=C(N1)C)C1=NC(=NC=C1F)C1(CC(=CC=C1)N)N.[N] nitrogen 1-(4-(2-amino-4-methylthiazol-5-yl)-5-fluoropyrimidin-2-yl)benzene-1,3-diamine dihydrochloride